N1=CC=NC2=C3C(=C4C(=C12)C=CC=C4)C=CC=C3 dibenzoquinoxaline